C1(CC1)N1N=CC(=C1)/C=C/C(=O)N1C(C=CCC1)=O (E)-1-(3-(1-cyclopropyl-1H-pyrazol-4-yl)acryloyl)-5,6-dihydropyridin-2(1H)-one